5-Ethyl-6-fluoro-4-(2-(((2R,7aS)-2-fluorotetrahydro-1H-pyrrolizin-7a(5H)-yl)methoxy)-8-methyl-4-((R)-1-oxa-6-azaspiro[3.5]nonan-6-yl)pyrido[4,3-d]pyrimidin-7-yl)naphthalen-2-ol C(C)C1=C2C(=CC(=CC2=CC=C1F)O)C1=C(C=2N=C(N=C(C2C=N1)N1C[C@]2(CCO2)CCC1)OC[C@]12CCCN2C[C@@H](C1)F)C